2,6-dibenzyl-oxy-3-(4-bromo-3-fluorophenyl)pyridine C(C1=CC=CC=C1)OC1=NC(=CC=C1C1=CC(=C(C=C1)Br)F)OCC1=CC=CC=C1